tert-butyl (R)-4-((S)-4-benzyl-2-oxooxazolin-3-yl)-3-methyl-4-oxobutanoate C(C1=CC=CC=C1)C=1N(C(OC1)=O)C([C@@H](CC(=O)OC(C)(C)C)C)=O